(1-(((1-((6-chloropyridin-3-yl)((2-(trimethylsilyl)ethoxy)methyl)amino)isoquinolin-6-yl)oxy)methyl)cyclopropyl)methanol ClC1=CC=C(C=N1)N(C1=NC=CC2=CC(=CC=C12)OCC1(CC1)CO)COCC[Si](C)(C)C